3-[4-(7H-pyrrolo[2,3-d]pyrimidin-4-yl)-1H-pyrazol-1-yl]-3-[5-(trifluoromethyl)pyridin-3-yl]-propanenitrile N1=CN=C(C2=C1NC=C2)C=2C=NN(C2)C(CC#N)C=2C=NC=C(C2)C(F)(F)F